5-chloro-N-(4-((3-(6-(difluoromethyl)pyridin-3-yl)-2-oxo-2,3-dihydro-1H-benzo[d]imidazol-1-yl)methyl)cyclohexyl)-2-methylnicotinamide ClC=1C=NC(=C(C(=O)NC2CCC(CC2)CN2C(N(C3=C2C=CC=C3)C=3C=NC(=CC3)C(F)F)=O)C1)C